C(C#C)[S+](C)CCO propargyl-(2-hydroxyethyl)-methyl-sulfonium